4-((3,3-difluorocyclohexyl)amino)-2-((2-methoxy-4-(1-methyl-1H-pyrazol-5-yl)phenyl)amino)-7H-pyrrolo[2,3-d]pyrimidine-5-carbonitrile FC1(CC(CCC1)NC=1C2=C(N=C(N1)NC1=C(C=C(C=C1)C1=CC=NN1C)OC)NC=C2C#N)F